FC1=C(C=CC(=C1C(=O)C1=CNC2=NC=C(C=C21)C2=CC=C(C=C2)[N+](=O)[O-])F)NS(=O)(=O)CCC N-(2,4-difluoro-3-(5-(4-nitrophenyl)-1H-pyrrolo[2,3-b]pyridine-3-carbonyl)phenyl)propane-1-sulfonamide